(methylphenyl)phosphine tetrakis(phenyl)borate C1(=CC=CC=C1)[B-](C1=CC=CC=C1)(C1=CC=CC=C1)C1=CC=CC=C1.CC1=C(C=CC=C1)P